CC1=C(C=C(C(=C1)C(C1=CC=CC=C1)=NC)C)N=CN(C)CC N'-(2,5-dimethyl-4-((methylimino)(phenyl)methyl)phenyl)-N-ethyl-N-methylformimidamide